((1s,4s)-4-((5-(4-fluorobenzoyl)-2-((4-(4-methylpiperazin-1-yl) phenyl) amino)-7H-pyrrolo[2,3-d]pyrimidin-4-yl) amino) cyclohexyl) acetate C(C)(=O)OC1CCC(CC1)NC=1C2=C(N=C(N1)NC1=CC=C(C=C1)N1CCN(CC1)C)NC=C2C(C2=CC=C(C=C2)F)=O